O[C@H](COC=1C=C(C=CC1)S(=O)(=O)CC(=O)O)CN[C@H]1COC2(C1)CCN(CC2)S(=O)(=O)C=2C=NC1=CC=CC=C1C2 2-(3-((S)-2-hydroxy-3-((R)-8-(quinolin-3-ylsulfonyl)-1-oxa-8-azaspiro[4.5]decan-3-ylamino)propoxy)benzenesulfonyl)acetic acid